FC(C(=O)O)(F)F.FC1=CC(=C2CCN(C2=C1)C=1C=C(C=2N(N1)C(=CN2)C(=O)N[C@H]2[C@H](C2)F)NC)C2=NC=C(C=C2)C=O 6-(6-Fluoro-4-(5-formylpyridin-2-yl)indolin-1-yl)-N-((1R,2S)-2-fluorocyclopropyl)-8-(methylamino)imidazo[1,2-b]pyridazine-3-carboxamide trifluoroacetate